N,N-dimethyl-4-[2-(morpholin-4-yl)-8-(1H-pyrazol-5-yl)-1,7-naphthyridin-4-yl]benzamide CN(C(C1=CC=C(C=C1)C1=CC(=NC2=C(N=CC=C12)C1=CC=NN1)N1CCOCC1)=O)C